OC1C(NC(N1)=O)=O 5-hydroxyhydantoin